3-(4-bromo-1H-pyrazol-1-yl)-3-(((6-chloro-2-(trifluoromethyl)quinolin-4-yl)amino)methyl)azetidine-1-carboxamide BrC=1C=NN(C1)C1(CN(C1)C(=O)N)CNC1=CC(=NC2=CC=C(C=C12)Cl)C(F)(F)F